Cl.O1C(=CC=C1)[C@@H]([C@@H](N)C=1OC=CC1)N (1R,2R)-1,2-bis(2-furyl)ethylenediamine hydrochloride